C(C)N(C1=CC2=C(C(N(N=C2C(C)C)CC(=O)OCC)=O)S1)C Ethyl 2-[2-[ethyl(methyl)amino]-4-isopropyl-7-oxo-thieno[2,3-d]pyridazin-6-yl]acetate